3-fluoro-4-(2-hydroxypropan-2-yl)-5-(2-methyl-1H-benzoimidazol-5-yl)benzoic acid methyl ester COC(C1=CC(=C(C(=C1)C1=CC2=C(NC(=N2)C)C=C1)C(C)(C)O)F)=O